rac-(5ar,6s,7r,8s,8as)-5a-(4-bromophenyl)-3-chloro-6-phenyl-7-(pyridin-2-ylsulfanyl)-5a,6,7,8-tetrahydro-8aH-cyclopenta[4,5]furo[3,2-b]pyridine-8,8a-diol BrC1=CC=C(C=C1)[C@]12[C@](C3=NC=C(C=C3O1)Cl)([C@@H]([C@@H]([C@H]2C2=CC=CC=C2)SC2=NC=CC=C2)O)O |r|